3-((4-cyclohexylphenyl)amino)azetidine-1-carboxylic acid tert-butyl ester C(C)(C)(C)OC(=O)N1CC(C1)NC1=CC=C(C=C1)C1CCCCC1